COC(=O)[C@@H]1C[C@H](CCC1)OC=1C(=NC(=NC1)C=1SC=CC1C=O)C#N (1S,3S)-3-((4-cyano-2-(3-formylthiophen-2-yl)pyrimidin-5-yl)oxy)cyclohexanecarboxylic acid methyl ester